ClC1=CC=C(C=C1)C1=C(C=CC=C1F)NC(=O)C=1C(=NN(C1)C)C(F)(F)F N-(4'-chloro-6-fluorobiphenyl-2-yl)-1-methyl-3-trifluoromethyl-1H-pyrazole-4-carboxamide